C(C)(=O)N1CC[C@@H]2N(C([C@H](C1)NC(=O)C=1NC3=CC=C(C=C3C1)C(F)(F)P(O)(O)=O)=O)[C@@H](CC2)C(=O)N2C(CCC2)CC2=CC=C(C=C2)OC ((2-(((5S,8S,10aR)-3-acetyl-8-(2-(4-methoxybenzyl)pyrrolidine-1-carbonyl)-6-oxodecahydro-pyrrolo[1,2-a][1,5]diazocin-5-yl)carbamoyl)-1H-indol-5-yl)difluorometh-yl)phosphonic acid